(1S)-5-(2,2-difluoroacetyl)-1-methyl-3,4-dihydro-1H-isoquinoline-2-carboxylic acid tert-butyl ester C(C)(C)(C)OC(=O)N1[C@H](C2=CC=CC(=C2CC1)C(C(F)F)=O)C